CN1C=C(C=2C1=CN=C(C2)NC(C)=O)B2OC(C(O2)(C)C)(C)C N-[1-methyl-3-(4,4,5,5-tetramethyl-1,3,2-dioxaborolan-2-yl)-1H-pyrrolo[2,3-c]pyridin-5-yl]acetamide